C(C)(C)(C)C1=NC2=CC=CC=C2N(C1)CC1=C(C=CC=C1)Cl tert-butyl-4-(2-chlorobenzyl)-3,4-dihydroquinoxaline